2-acetyl-3,5-dihydroxy-4-methyl-6-{[5,7-dihydroxy-2,2-dimethyl-8-(1-oxo-3-phenylprop-2-enyl)-2H-chromen-6-yl]methyl}phenolate C(C)(=O)C1=C(C(=C(C(=C1O)C)O)CC=1C(=C2C=CC(OC2=C(C1O)C(C=CC1=CC=CC=C1)=O)(C)C)O)[O-]